C12(CCC(CC1)C2)C(=O)OC methyl bicyclo[2.2.1]heptane-1-carboxylate